7,8-Dichloro-11-(1-tetrahydropyran-2-ylpyrazol-4-yl)-1,2,3,5-tetrahydro-[1,4]diazepino[1,7-a]indol-4-one ClC1=C(C=CC=2C(=C3N(C12)CC(NCC3)=O)C=3C=NN(C3)C3OCCCC3)Cl